ClC=1C(=CC(=C(OCC(C(=O)O)=C)C1)NC(=O)NCC=1C(=C2CN(C(C2=CC1)=O)C1C(NC(CC1)=O)=O)F)OC 2-((5-chloro-2-(3-((2-(2,6-dioxopiperidin-3-yl)-4-fluoro-1-oxoisoindolin-5-yl)methyl)ureido)-4-methoxyphenoxy)methyl)acrylic acid